CN(C1CCC(CC1)C1=NN=CS1)CC1CCNCC1 5-((1r,4r)-4-(methyl(piperidin-4-ylmethyl)amino)cyclohexyl)-1,3,4-thiadiazole